COC1=CC=C(\C=C/C(=O)OCC)C=C1 cis-ethyl p-methoxycinnamate